C[Si](N(C(C(F)(F)F)=O)[Si](C=C)(C)C)(C=C)C N,N-bis(dimethyl-(vinyl)silyl)-2,2,2-trifluoroacetamide